N6-(3-bromo-4-methylbenzoyl)-N2-((S)-3-(4-(difluoro(phosphono)methyl)phenyl)-2-((S)-2-(2-(4-hydroxy-3-methoxyphenyl)acetamido)-3-phenylpropanamido)propanoyl)-L-lysine BrC=1C=C(C(=O)NCCCC[C@H](NC([C@H](CC2=CC=C(C=C2)C(P(=O)(O)O)(F)F)NC([C@H](CC2=CC=CC=C2)NC(CC2=CC(=C(C=C2)O)OC)=O)=O)=O)C(=O)O)C=CC1C